NC1=NC(C=2N=CN(C2N1)C(O)C(C(CCO)O)O)=O 2-amino-9-[3,4-dihydroxy-5-(hydroxymethyl)oxapent-2-yl]-3H-purin-6-one